dibenzocyclohexanedione C1=CC=CC=2C(C(C3=C(C21)C=CC=C3)=O)=O